(2-ethoxyethyl) methacrylate C(C(=C)C)(=O)OCCOCC